1-methyl-N-[3-(trifluoromethyl)phenyl]thiourea CN(C(=S)N)C1=CC(=CC=C1)C(F)(F)F